5-[(E)-2-cyclopropylvinyl]-N-[3-fluoro-4-[[6-methoxy-7-(2-methoxyethoxy)-1,5-naphthyridin-4-yl]oxy]phenyl]-4-hydroxy-6-methylpyridine-3-carboxamide C1(CC1)/C=C/C=1C(=C(C=NC1C)C(=O)NC1=CC(=C(C=C1)OC1=CC=NC2=CC(=C(N=C12)OC)OCCOC)F)O